BrC1=CC2=C(NN=N2)C=C1Br 5,6-dibromo-1H-benzotriazole